4-{[(3S,11bR)-9,10-dimethoxy-3-(2-methylpropyl)-1H,2H,3H,4H,6H,7H,11bH-pyrido[2,1-a]isoquinolin-2-yl]methoxy}-2,2-dimethyl-4-oxobutanoic acid COC=1C=C2CCN3[C@@H](C2=CC1OC)CC([C@@H](C3)CC(C)C)COC(CC(C(=O)O)(C)C)=O